3,3,5-Trimethylcyclohexylaminobutan CC1(CC(CC(C1)C)NCCCC)C